3-chloro-5-(6-oxo-4-(trifluoromethyl)-1,6-dihydropyrimidin-5-yloxy)benzonitrile ClC=1C=C(C#N)C=C(C1)OC1=C(N=CNC1=O)C(F)(F)F